CC(C)N1CC(C1)C(=O)NC propan-2-yl-N-methylazetidine-3-carboxamide